(E)-methyl-5-(3-(3-bromo-2-oxo-5,6-dihydroxypyridine-1(2H)-yl)-3-oxoprop-1-en-1-yl)-2-methoxybenzoate COC(C1=C(C=CC(=C1)\C=C\C(=O)N1C(C(=CC(=C1O)O)Br)=O)OC)=O